C(N)(=N)C=1C=C(SC1)[C@@H](C)NC(=O)[C@H]1N(CC2(OCCO2)C1)C(CNC(=O)C=1C=CC=2N(C3=CC=CC=C3OC2C1)C(=O)OC(C)(C)C)=O tert-butyl 3-((2-((S)-8-(((R)-1-(4-carbamimidoylthiophen-2-yl)ethyl)carbamoyl)-1,4-dioxa-7-azaspiro[4.4]nonan-7-yl)-2-oxoethyl)carbamoyl)-10H-phenoxazine-10-carboxylate